(S)-6-(6-chloro-4-(1-((methyl-d3)sulfonyl)piperazin-2-yl)pyridin-2-yl)-N-(methyl-d3)pyrimidine-4-carboxamide ClC1=CC(=CC(=N1)C1=CC(=NC=N1)C(=O)NC([2H])([2H])[2H])[C@@H]1N(CCNC1)S(=O)(=O)C([2H])([2H])[2H]